O=C([C@@H](CC)N1C(C2=CC=CC=C2C1=O)=O)N1CC=CC[C@H]1C=1C=NC=CC1 2-((R)-1-oxo-1-((S)-6-(pyridin-3-yl)-5,6-dihydropyridin-1(2H)-yl)butan-2-yl)isoindoline-1,3-dione